2,5,8,11-tetraoxatetradecan-14-oyl chloride COCCOCCOCCOCCC(=O)Cl